C(C1=CC=CC=C1)NC(=O)[C@@]12NC([C@H]3[C@H]([C@@H]1N(C[C@@H]2C3)CC3=CC=C(C=C3)OCC)CC(C)C)=O |o1:10,13,14,15,18| (3S*,3aS*,6R*,7R*,7aS*)-N-benzyl-1-(4-ethoxybenzyl)-7-isobutyl-5-oxooctahydro-3aH-3,6-methanopyrrolo[3,2-b]pyridine-3a-carboxamide